ClC1=C(C=C(C=C1)NC(=O)NC1CCC=2NC3=CC=CC(=C3C2C1)C(=O)N1CCOCC1)C(F)(F)F 1-(4-chloro-3-trifluoromethylphenyl)-3-(5-(morpholine-4-carbonyl)-2,3,4,9-tetrahydro-1H-carbazol-3-yl)urea